C1(CC1)NC1=CC=C(C(=N1)F)C1=C(C=NN1C1COC1)C(=O)N[C@@H]1C(NC2=C(C(=N1)C1=CC=CC=C1)C=CC=C2)=O 5-[6-(Cyclopropylamino)-2-fluoropyridin-3-yl]-1-(oxetan-3-yl)-N-[(3S)-2-oxo-5-phenyl-1,3-dihydro-1,4-benzodiazepin-3-yl]pyrazole-4-carboxamide